7-((5-(2-mercaptoacetylamino)pentyl)oxy)-6-methoxyquinoline SCC(=O)NCCCCCOC1=C(C=C2C=CC=NC2=C1)OC